N-(3,3-difluoropropyl)benzamide FC(CCNC(C1=CC=CC=C1)=O)F